C[C@H]1O[C@H](CN(C1)C1=C2C=CC=NC2=C(C=C1)C(F)(F)F)C(=O)NCC1N(CCCC1)C (2R,6R)-6-methyl-N-[(1-methyl-2-piperidyl)methyl]-4-[8-(trifluoromethyl)-5-quinolyl]morpholine-2-carboxamide